2-{[(2,6-difluorophenyl)methyl](ethoxycarbonyl)amino}thiophene-3-carboxylic acid ethyl ester C(C)OC(=O)C1=C(SC=C1)N(C(=O)OCC)CC1=C(C=CC=C1F)F